N-((2-Fluorophenyl)sulfonyl)-2-(naphthalen-2-yloxy)acetamide FC1=C(C=CC=C1)S(=O)(=O)NC(COC1=CC2=CC=CC=C2C=C1)=O